O1[C@@H](COCC1)CNC(=O)C1=C(C2=C(CCC3=CN(N=C23)CC=2N=NC=CC2)O1)C N-{[(2R)-1,4-dioxan-2-yl]methyl}-8-methyl-2-[(pyridazin-3-yl)methyl]-4,5-dihydro-2H-furo[2,3-g]indazole-7-carboxamide